1-(3-((6-((4,4-difluorocyclohexyl)amino)-2-(3-methyl-1H-pyrazol-1-yl)pyrimidin-4-yl)oxy)azetidin-1-yl)-2,2-dimethylpropan-1-one FC1(CCC(CC1)NC1=CC(=NC(=N1)N1N=C(C=C1)C)OC1CN(C1)C(C(C)(C)C)=O)F